Cis-4-octenoate C(CC\C=C/CCC)(=O)[O-]